CC1=NC(=CC=C1S(=O)(=O)N1CC2(C1)CN(C2)CC2COC2)C(F)(F)F 2-((2-methyl-6-(trifluoromethyl)pyridin-3-yl)sulfonyl)-6-(oxetan-3-ylmethyl)-2,6-diazaspiro[3.3]heptane